BrC=1C=CC(=C(C1)NC(CSC=1NC=C(N1)C(=O)OCC)=O)OC ethyl 2-((2-((5-bromo-2-methoxyphenyl)amino)-2-oxoethyl)thio)-1H-imidazole-4-carboxylate